FC=1C=C2CC(NC2=CC1)=O 5-fluoro-2-oxo-1H-indole